OC1=CC=C(C=C1)C1OC2=C(C(C1)=O)C(=CC(=C2)O)O 2-(4-Hydroxyphenyl)-4-oxo-5,7-dihydroxy-3,4-dihydro-2H-1-benzopyran